FC=1C(=NC=CC1CN1N=C2N(CCC[C@H]2C)C1=O)C(F)(F)F |r| (5RS,8RS)-2-{[3-Fluoro-2-(trifluoromethyl)pyridin-4-yl]methyl}-8-methyl-3-oxo-2,3,5,6,7,8-hexahydro[1,2,4]triazolo[4,3-a]pyridin